C(C)(C)OC1=C(N=CC=2N1N=C(N2)N[C@@H]2[C@@H](CN(CC2)CCN2CC1(C2)CCN(CC1)C=1C=C2C(NC(C2=CC1)=O)=O)C)C=1C=NNC1 5-(2-(2-((3R,4S)-4-((5-isopropoxy-6-(1H-pyrazol-4-yl)-[1,2,4]triazolo[1,5-a]pyrazin-2-yl)amino)-3-methylpiperidin-1-yl)ethyl)-2,7-diazaspiro[3.5]nonan-7-yl)isoindoline-1,3-dione